(S)-5-azaspiro[2.4]heptane-6-carboxylic acid hydrochloride Cl.C1CC12CN[C@@H](C2)C(=O)O